3-fluoro-4-(4-methyl-1-oxo-1,3-dihydroisobenzofuran-5-yl)pyrrolidine-1-carboxylic acid tert-butyl ester C(C)(C)(C)OC(=O)N1CC(C(C1)C=1C(=C2COC(C2=CC1)=O)C)F